COC=1C=C(OC2=CC=C(C=C2)C2CCCN3C2=NS(CC3)(=O)=O)C=CC1 9-[4-(3-methoxyphenoxy)phenyl]-3,4,6,7,8,9-hexahydropyrido[2,1-c][1,2,4]thiadiazine 2,2-dioxide